BrC1=CC=C(C=C1)CCC(CCC1=CC=C(C=C1)Br)=O 1,5-bis(4-bromophenyl)-3-pentanone